2-(4-acetyl-1,4-diazepan-1-yl)-4-((2-methoxyphenyl)amino)-N-methylpyrimidine-5-carboxamide C(C)(=O)N1CCN(CCC1)C1=NC=C(C(=N1)NC1=C(C=CC=C1)OC)C(=O)NC